O1C(C=CC=C1)[O-] pyranolate